N1(C=NC=C1)CC(CC1=CC=CC=C1)NC(\C=C\C1=CC2=C(OCCO2)C=C1)=O (E)-N-(1-(1H-imidazol-1-yl)-3-phenylpropan-2-yl)-3-(2,3-dihydrobenzo[b][1,4]dioxin-6-yl)acrylamide